2-Hydroxybutyl acrylate (Hydroxypropyl methacrylate) OCCCC=C(C(=O)O)C.C(C=C)(=O)OCC(CC)O